1,1,3,3-tetraacetylenyl-1,3-disilacyclobutane C(#C)[Si]1(C[Si](C1)(C#C)C#C)C#C